C(C)OC([C@H](CC)OC1=C(C=C(C=C1)Cl)C1=NOCC1OCCCC)=O Ethyl-(2S)-2-[4-chloro-2-(4-butoxy-4,5-dihydroisoxazol-3-yl)phenoxy]butanoat